tert-Butyl 4-(6-fluoroquinolin-4-yl)piperazine-1-carboxylate FC=1C=C2C(=CC=NC2=CC1)N1CCN(CC1)C(=O)OC(C)(C)C